C(C1=CC=CC=C1)OC=1C=C(C=CC1I)C(CN1C(SCC1=O)=O)=O 3-(2-(3-(benzyloxy)-4-iodophenyl)-2-oxoethyl)thiazolidine-2,4-dione